N-cyclopropyl-1H-1,2,4-triazole C1(CC1)N1N=CN=C1